5-(2-chloro-3-methylpyridin-4-yl)-3-methoxypyrazine-2-carbaldehyde ClC1=NC=CC(=C1C)C=1N=C(C(=NC1)C=O)OC